BrC=1N=CSC1C(=O)NCCCN(C(OC(C)(C)C)=O)C tert-butyl N-[3-[(4-bromothiazole-5-carbonyl)amino]propyl]-N-methyl-carbamate